2-(2-((3-cyano-4,5,6,7-tetrahydrobenzo[b]thiophen-2-yl)amino)-2-oxoethoxy)-2-methylpropanoic acid C(#N)C=1C2=C(SC1NC(COC(C(=O)O)(C)C)=O)CCCC2